5-(3-chlorobenzoyl)indolizine-7-carboxylic acid ethyl ester C(C)OC(=O)C=1C=C(N2C=CC=C2C1)C(C1=CC(=CC=C1)Cl)=O